BrCC(COC1CC(NC(C1)(CC)CC)(CC)CC)(COC(C(F)(F)F)(C(F)(F)F)C(F)(F)F)COC(C(F)(F)F)(C(F)(F)F)C(F)(F)F 4-(3-bromo-2,2-bis(((1,1,1,3,3,3-hexafluoro-2-(trifluoromethyl)propan-2-yl)oxy)methyl)propoxy)-2,2,6,6-tetraethylpiperidine